C(C)C(COC(C=1C(C(=O)OCC(=C)CC)=CC(=CC1)C(C)(C)C)=O)=C 4-tertiary butyl-phthalic acid di(2-ethyl-2-propenyl) ester